OC1=CC=C(CN2C(C3=CC=CC=C3CC2)=O)C=C1 2-(4-hydroxybenzyl)-3,4-dihydroisoquinolin-1(2H)-one